5-(4-(trifluoromethyl)phenethoxy)-1H-indol FC(C1=CC=C(CCOC=2C=C3C=CNC3=CC2)C=C1)(F)F